ClC1=CNC2=NC=CC(=C21)OC2=CC(=C(C=C2)NC(=O)NC2=CC(=C(C=C2)C(=O)N2CCN(CC2)C)C(F)(F)F)F 1-(4-((3-chloro-1H-pyrrolo[2,3-b]pyridin-4-yl)oxy)-2-fluorophenyl)-3-(4-(4-methylpiperazine-1-carbonyl)-3-(trifluoromethyl)phenyl)urea